tert-Butyl 3-(5-chloro-7-(thiazol-2-yl)-4-(trifluoromethoxy)benzo[d]oxazol-2-yl)-3,6-diazabicyclo[3.1.1]heptane-6-carboxylate ClC=1C=C(C2=C(N=C(O2)N2CC3N(C(C2)C3)C(=O)OC(C)(C)C)C1OC(F)(F)F)C=1SC=CN1